tert-butyl (6S,7S)-6-[[2-fluoro-3-(3-fluorophenyl)phenyl]methyl]-7-(fluoromethyl sulfonyl amino)-5-azaspiro[2.4]heptane-5-carboxylate FC1=C(C=CC=C1C1=CC(=CC=C1)F)C[C@@H]1N(CC2(CC2)[C@@H]1NS(=O)(=O)CF)C(=O)OC(C)(C)C